[4-(9H-carbazole-9-yl)butyl]phosphonic acid C1=CC=CC=2C3=CC=CC=C3N(C12)CCCCP(O)(O)=O